(2-((2-chloro-5-(piperidin-4-yl)phenyl)amino)-5-(trifluoromethyl)pyrimidin-4-yl)-4-methyl-3,4-dihydrothieno[2,3-f][1,4]thiazepin-5(2H)-one 1,1-dioxide ClC1=C(C=C(C=C1)C1CCNCC1)NC1=NC=C(C(=N1)C1S(C2=C(C(N(C1)C)=O)SC=C2)(=O)=O)C(F)(F)F